ClC1=NC2=CC(=CC=C2C(=C1C(C)C)C1=CC(=C(C=C1)F)C)OC 2-chloro-4-(4-fluoro-3-methyl-phenyl)-3-isopropyl-7-methoxy-quinoline